C(C)C1N=C(SC1)C1=C(C=CC=C1)NC(C1=C(C=CC=C1)I)=O N-(2-(4-ethyl-4,5-dihydrothiazol-2-yl)phenyl)-2-iodobenzamide